FC([C@@H](C)O)(F)F (R)-1,1,1-trifluoropropan-2-ol